P(=O)(OC=CCC)([O-])[O-] butenyl phosphate